C(C)(C)(C)OC(NC1=NC(=C(C=C1)F)C(CCC1=CC(=C(C(=C1)C1=NN(C=N1)C)OC)N)O)=O (6-(3-(3-Amino-4-methoxy-5-(1-methyl-1H-1,2,4-triazol-3-yl)phenyl)-1-hydroxypropyl)-5-fluoropyridin-2-yl)carbamic acid tert-butyl ester